NC(=S)NC1=CC=C(C=C1)NC(CCOC)=O N-[4-(aminothioformylamino)phenyl]-3-methoxy-propanamide